3-(azidomethyl)-3-(3-bromophenyl)oxetane N(=[N+]=[N-])CC1(COC1)C1=CC(=CC=C1)Br